2-(4,6-diphenyl-1,3,5-triazin-2-yl)-5-(2-(2-ethylhexyloxy)ethoxy)phenol C1(=CC=CC=C1)C1=NC(=NC(=N1)C1=CC=CC=C1)C1=C(C=C(C=C1)OCCOCC(CCCC)CC)O